3-bromo-2,4-dimethylpyridine 1-oxide BrC=1C(=[N+](C=CC1C)[O-])C